({1-[4-(3-fluorophenoxy)-6-(trifluoromethyl)pyrimidin-2-yl]-3-hydroxypyrrolidin-3-yl}methyl)azetidine-3-carboxamide FC=1C=C(OC2=NC(=NC(=C2)C(F)(F)F)N2CC(CC2)(O)CN2CC(C2)C(=O)N)C=CC1